(1R,2S)-5'-Methoxy-2-(3-{[3-methoxy-5-(propane-2-sulfonyl)pyridin-2-yl]amino}-1H-indazol-6-yl)-1'H-spiro[cyclopropane-1,3'-indol]-2'-one COC=1C=C2[C@]3(C(NC2=CC1)=O)[C@@H](C3)C3=CC=C1C(=NNC1=C3)NC3=NC=C(C=C3OC)S(=O)(=O)C(C)C